C(C)OC(CC1=C(C=CC=C1OC(F)(F)F)O[C@@H]1CCC2=CC=C(C=C12)C1=C2C=CN=C(C2=CC=C1)N)=O (R)-2-(2-((6-(1-aminoisoquinolin-5-yl)-2,3-dihydro-1H-inden-1-yl)oxy)-6-(trifluoromethoxy)phenyl)acetic acid ethyl ester